FC1(CC(C1)C(O)C1=CC=2C(=NC(=CC2)C2=CC=3C(N=C2)=NN(C3)C)S1)F (3,3-difluorocyclobutyl)(6-(2-methyl-2H-pyrazolo[3,4-b]pyridin-5-yl)thieno[2,3-b]pyridin-2-yl)methanol